(2-chloroethyl)dimethylsulfanium iodide [I-].ClCC[S+](C)C